diacetyl-cystine dimethyl ester COC([C@](CSSC[C@@](C(=O)OC)(N)C(C)=O)(N)C(C)=O)=O